tert-butyl-1-(4-((4-((5-cyclopropyl-1H-pyrazol-3-yl)amino)pyrimidin-2-yl)(methyl)amino)piperidin-1-yl)-2,2-dimethylpropan-1-one C(C)(C)(C)CC(C(=O)N1CCC(CC1)N(C)C1=NC=CC(=N1)NC1=NNC(=C1)C1CC1)(C)C